N-benzylpicoline Chloride [Cl-].C(C1=CC=CC=C1)N1C(C=CC=C1)C